[Ni].[Co](=S)(=S)(=S)=S cobalt tetrasulfide nickel